2-[(3S)-1-[5-[3-[3-[[ethyl(methyl)sulfamoyl]amino]-2,6-difluoro-benzoyl]-1H-pyrrolo[2,3-b]pyridin-5-yl]pyrimidin-2-yl]pyrrolidin-3-yl]acetic acid C(C)N(S(=O)(=O)NC=1C(=C(C(=O)C2=CNC3=NC=C(C=C32)C=3C=NC(=NC3)N3C[C@@H](CC3)CC(=O)O)C(=CC1)F)F)C